(2-chlorophenyl)(hydroxy)acetic acid ClC1=C(C=CC=C1)C(C(=O)O)O